C(C)(C)(C)OC(=O)NC(C(=O)O)CC=1C=NC=CC1 2-((tert-butoxycarbonyl)amino)-3-(pyridin-3-yl)propionic acid